methyl (2S,4S)-4-phenylpyrrolidine-2-carboxylate hydrochloride Cl.C1(=CC=CC=C1)[C@@H]1C[C@H](NC1)C(=O)OC